7-BROMO-2-PHENYLIMIDAZO[1,2-A]PYRIDIN-3-CARBALDEHYDE BrC1=CC=2N(C=C1)C(=C(N2)C2=CC=CC=C2)C=O